2-[[4-[3-ethyl-5-isopropoxy-2-(2H-tetrazol-5-yl)phenyl]piperazin-1-yl]methyl]-1,3-benzothiazole C(C)C=1C(=C(C=C(C1)OC(C)C)N1CCN(CC1)CC=1SC2=C(N1)C=CC=C2)C=2N=NNN2